COC(C1CCN(CC1)C1=CC=C(C=C1)[C@@H]1CN(CCC1)C(=O)OC(C)(C)C)OC |r| rac-tert-Butyl (R)-3-(4-(4-(dimethoxymethyl)piperidin-1-yl)phenyl)piperidine-1-carboxylate